FC1=NN(C=C1C(=O)O)CC(F)(F)F 3-fluoro-1-(2,2,2-trifluoroethyl)-1H-pyrazole-4-carboxylic acid